C(\C=C\C=O)=O fumaric acid, hydride